(6,6'-Dimethoxybiphenyl-2,2'-diyl)bis(diphenyl-phosphine) COC1=CC=CC(=C1C1=C(C=CC=C1OC)P(C1=CC=CC=C1)C1=CC=CC=C1)P(C1=CC=CC=C1)C1=CC=CC=C1